N1C=NC(=C1)CC1CCNCC1 4-(1H-imidazol-4-ylmethyl)piperidine